O1COC2=C1C=CC(=C2)NC(CN2N=C(C=CC2=O)C=2SC=CC2)=O N-(benzo[d][1,3]dioxol-5-yl)-2-(6-oxo-3-(thiophen-2-yl)pyridazin-1(6H)-yl)acetamide